1-bromo-3-phenethoxypropan-2-one BrCC(COCCC1=CC=CC=C1)=O